N-(cis-4-(2,2-Difluoroethoxy)cyclohexyl)-5-(imidazo[1,2-b]pyridazin-6-yl)-7H-pyrrolo[2,3-d]pyrimidin-2-amine FC(CO[C@H]1CC[C@H](CC1)NC=1N=CC2=C(N1)NC=C2C=2C=CC=1N(N2)C=CN1)F